methyl 5-amino-6-carbamoyl-1-ethyl-4-(3-methoxy-2,6-dimethyl-phenyl)pyrazolo[3,4-b]pyridine-3-carboxylate NC=1C(=C2C(=NC1C(N)=O)N(N=C2C(=O)OC)CC)C2=C(C(=CC=C2C)OC)C